tert-butyl(1-(3-((1-(3-methoxynaphthalen-1-yl)cyclopropyl)carbamoyl)-4-methylphenoxy)propan-2-yl)carbamate C(C)(C)(C)OC(NC(COC1=CC(=C(C=C1)C)C(NC1(CC1)C1=CC(=CC2=CC=CC=C12)OC)=O)C)=O